3,4-difluorobenzamide hydrochloride Cl.FC=1C=C(C(=O)N)C=CC1F